Methylenebis-(hydroxyphenylbenzotriazole) C(C1=C(C(=CC=2NN=NC21)O)C2=CC=CC=C2)C2=C(C(=CC=1NN=NC12)O)C1=CC=CC=C1